2-(benzofuran-6-carbonyl)-5,7-dichloro-1,2,3,4-tetrahydroisoquinoline O1C=CC2=C1C=C(C=C2)C(=O)N2CC1=CC(=CC(=C1CC2)Cl)Cl